C=C(C(=O)OC)\C=C\CCCCCOCC1=CC=CC=C1 methyl (E)-2-methylene-9-phenylmethoxynon-3-enoate